NC([C@H](CC)NCC(CC(=O)O)CCC)=O 3-((((S)-1-amino-1-oxobutan-2-yl)amino)methyl)hexanoic acid